C(C1=CC=CC=C1)SC1=CC(=C(CC2(C(C=NC3=CC(=C(C=C23)F)OC)N)N)C(=C1)F)F 4-(4-(Benzylthio)-2,6-difluorobenzyl)-6-fluoro-7-methoxyquinoline-3,4-diamine